1,1-bis(3,5-dimethyl-4-hydroxyphenyl)-cyclohexane CC=1C=C(C=C(C1O)C)C1(CCCCC1)C1=CC(=C(C(=C1)C)O)C